CN1C[C@@H](CCC1)NC1=NN=C(C2=CC=CC=C12)C1=C(C=C(C=C1)C1COCC1)O 2-(4-{[(3R)-1-methylpiperidin-3-yl]amino}phthalazin-1-yl)-5-(oxacyclopent-3-yl)phenol